(S)-7-((6-((cyclopropyl(methyl)amino)methyl)-5-(tetrahydrofuran-3-yl)pyridin-2-yl)amino)-4-(7-fluoroimidazo[1,2-a]pyridin-3-yl)isoindolin-1-one C1(CC1)N(C)CC1=C(C=CC(=N1)NC=1C=CC(=C2CNC(C12)=O)C1=CN=C2N1C=CC(=C2)F)[C@H]2COCC2